4-((4-chloro-2-(N-methyl-methanesulfonamido)phenyl)-amino)-6-((5-cyclopropyl-pyridin-2-yl)amino)-N-ethoxynicotinamide ClC1=CC(=C(C=C1)NC1=CC(=NC=C1C(=O)NOCC)NC1=NC=C(C=C1)C1CC1)N(S(=O)(=O)C)C